C(C)OC(CC=1NC2=C(N1)C=CC=C2)=O.NC[C@H](CC2=CC(=CC=C2)F)NC(C2=CC(=CC=C2)C=2C1=C(N=CN2)NC(C1(C)C)=O)=O (S)-N-(1-amino-3-(3-fluorophenyl)propan-2-yl)-3-(5,5-dimethyl-6-oxo-6,7-dihydro-5H-pyrrolo[2,3-d]pyrimidin-4-yl)benzamide ethyl-α-(2-benzimidazolyl)acetate